C(C)(C)(C)OC(N(C1=NC=C(C=C1C=C)Br)CC=C)=O allyl-(5-bromo-3-vinylpyridin-2-yl)carbamic acid tert-butyl ester